ClC1=C(C(=[N+](C=C1)[O-])C)C1=CC=C(C=C1)NC(C(NC(=O)C1=CC=NN1C)C1CC(CCC1)(F)F)=O 4-chloro-3-(4-(2-(3,3-difluorocyclohexyl)-2-(1-methyl-1H-pyrazole-5-carboxamido)acetamido)phenyl)-2-methylpyridine 1-oxide